2-((2S,4R)-2-((cyclopropylmethoxy)methyl)-4-(4-(trifluoromethyl)phenoxy)pyrrolidin-1-yl)pyrimidine-5-carboxylic acid C1(CC1)COC[C@H]1N(C[C@@H](C1)OC1=CC=C(C=C1)C(F)(F)F)C1=NC=C(C=N1)C(=O)O